N-(4-hydroxyphenyl)-2,4,6-trimethylbenzenesulfonamide OC1=CC=C(C=C1)NS(=O)(=O)C1=C(C=C(C=C1C)C)C